methoxy-3-(trifluoromethyl)pyrazine-2-carboxylic acid methyl ester COC(=O)C1=NC=C(N=C1C(F)(F)F)OC